5-chloro-2-(4,4-difluoroazepan-1-yl)-N-(4-fluoro-3-(S-methylsulfinyl)phenyl)-4-trifluoromethylbenzamide ClC=1C(=CC(=C(C(=O)NC2=CC(=C(C=C2)F)S(=O)C)C1)N1CCC(CCC1)(F)F)C(F)(F)F